4-chloro-1H-pyrazole-3,5-dicarboxylic acid diethyl ester C(C)OC(=O)C1=NNC(=C1Cl)C(=O)OCC